3-{[(5E)-3-Fluorotetradec-5-en-1-yl]sulfanyl}propanoic acid FC(CCSCCC(=O)O)C\C=C\CCCCCCCC